methyl 4-[1-(pyridin-2-yl)ethenyl]benzoate N1=C(C=CC=C1)C(=C)C1=CC=C(C(=O)OC)C=C1